FC=1C(=C(C=O)C=C(C1)C=1C(=NC(=NC1)NC1=C(C=C(C=C1)N1CCC(CC1)N1CCN(CC1)C)OC)NC1=CC=CC=C1)O 3-fluoro-2-hydroxy-5-(2-((2-methoxy-4-(4-(4-methyl-piperazin-1-yl)piperidin-1-yl)phenyl)amino)-4-(phenylamino)pyrimidin-5-yl)benzaldehyde